S(=O)(=O)(O)CC.NC(C(=O)OCCCCCCCCCCCCCCCC(C)C)CCCCCCCCCC isostearyl aminolaurate esylate